Ethyl 5-methyl-1,3,4-oxadiazole-2-carboxylate CC1=NN=C(O1)C(=O)OCC